C(C)(C)(C)OC(=O)N1CC2=CC(=C(C(=C2CC1)Cl)C(=O)O)Cl 2-(tert-butyloxycarbonyl)-5,7-dichloro-1,2,3,4-tetrahydroisoquinoline-6-carboxylic acid